3-[(Benzo[d][1,3]dioxolan-4-yl)-oxy]-3-(3-methoxyphenyl)-N-methylpropylamine O1COC2=C1C=CC=C2OC(CCNC)C2=CC(=CC=C2)OC